N1(N=CC=C1)CC1(NC(N2C3=C(C(=C(C=C13)Cl)C1=C(C=CC=C1O)F)OCC2)=O)N2[C@H](CN([C@@H](C2)C)C(C=C)=O)C (3S,10S)-7-((1H-pyrazol-1-yl)methyl)-7-((2S,5R)-4-acryloyl-2,5-dimethylpiperazin-1-yl)-9-chloro-10-(2-fluoro-6-hydroxyphenyl)-2,3-dihydro-5H-[1,4]oxazino[2,3,4-ij]quinazolin-5-one